iron lithium-silicon [Si].[Li].[Fe]